CN1CC2=CC=C(C=C2C1=O)OC=1C=C2C(CCOC2=CC1[N+](=O)[O-])OP(=O)(NCCBr)NCCBr di((2-bromoethyl)amino)phosphinic acid 6-((2-methyl-3-oxoisoindolin-5-yl) oxy)-7-nitrochroman-4-yl ester